1-[1-(3-bromophenyl)cyclopropyl]ethyl (2S)-2-[(3-hydroxy-4-methoxy-pyridine-2-carbonyl) amino]propanoate OC=1C(=NC=CC1OC)C(=O)N[C@H](C(=O)OC(C)C1(CC1)C1=CC(=CC=C1)Br)C